methyl 4-bromo-2-methylbutanoate BrCCC(C(=O)OC)C